(E)-2-(5-bromopyrimidin-2-yl)-3-ethoxy-prop-2-enenitrile BrC=1C=NC(=NC1)\C(\C#N)=C\OCC